BrC1=NC=2N(C(N(C(C2N1CC#CC)=O)CC1=NC2=CC=CC=C2C(=N1)C)=O)C 8-bromo-7-(2-butynyl)-3,7-dihydro-3-methyl-1-[(4-methyl-2-quinazolinyl)methyl]-1H-purine-2,6-dione